CC1(CCOCC1)CC(=O)NC(C(=O)O)CCN(CCCCC1=NC=2NCCCC2C=C1)CCOC1=CC=CC=C1 2-[[2-(4-methyltetrahydropyran-4-yl)acetyl]amino]-4-[2-phenoxyethyl-[4-(5,6,7,8-tetrahydro-1,8-naphthyridin-2-yl)butyl]amino]butanoic acid